C(C)C=1C=C(N)C=CC1CC1=CC=C(N)C=C1 3-ethyl-4,4'-methylenedianiline